isopropyl (1-(((2S,3S,4R,5R)-5-(4-amino-2-oxopyrimidin-1(2H)-yl)-2,4-difluoro-3-hydroxy-4-methyltetrahydrofuran-2-yl)methoxy)(naphthalen-1-yloxy)phosphoryl)-L-alaninate NC1=NC(N(C=C1)[C@H]1[C@]([C@@H]([C@@](O1)(F)COC1(CC=CC2=CC=CC=C12)OP(=O)=N[C@@H](C)C(=O)OC(C)C)O)(C)F)=O